ClC=1C=2N(C=CN1)C(=NC2)C 8-chloro-3-methylimidazo[1,5-a]pyrazin